4-[[2-(2-Bromophenyl)acetyl]amino]-N-tert.-butyl-pyridin BrC1=C(C=CC=C1)CC(=O)NC1=CCN(C=C1)C(C)(C)C